C(#N)CC(=O)N1C[C@@H]([C@@H](CC1)C)N(C=1C2=C(N=CN1)N(C=C2)C(CC2=CC=C(C=C2)NC(C)=O)=O)C N-(4-(2-(4-(((3R,4R)-1-(2-cyanoacetyl)-4-methylpiperidin-3-yl)(methyl)amino)-7H-pyrrolo[2,3-d]pyrimidin-7-yl)-2-oxoethyl)phenyl)acetamide